25-Hydroxy-hexacosanoic acid OC(CCCCCCCCCCCCCCCCCCCCCCCC(=O)O)C